10-(2-fluoro-4-nitrophenoxy)-5-(2-methoxyethoxy)-2,3-dihydro-[1,4]dioxino[2,3-f]quinoline FC1=C(OC2=CC=NC3=CC(=C4C(=C23)OCCO4)OCCOC)C=CC(=C1)[N+](=O)[O-]